C1(=CC=CC=C1)S(=O)(=O)C(NC(OC(C)(C)C)=O)C1=NC(=CC=C1)OC tert-butyl N-[benzenesulfonyl-(6-methoxy-2-pyridyl)methyl]carbamate